(S)-methyl (4-(2-(1-amino-2-phenylethyl)-1H-imidazol-5-yl)phenyl)carbamate hydrochloride Cl.N[C@@H](CC1=CC=CC=C1)C=1NC(=CN1)C1=CC=C(C=C1)NC(OC)=O